FC1=CC=C2NC=C(C[C@H](N)C(=O)O)C2=C1 5-fluorotryptophane